BrC1=CC(=C(CNC=2C(OC3=CC=CC=C3C2)=O)C=C1)Cl 3-((4-bromo-2-chlorobenzyl)amino)-coumarin